1-hydroxy-2(1H)-pyridinthion piperazine-N,N'-bisdithiocarboxylate N1(CCN(CC1)C(=S)S)C(=S)S.ON1C(C=CC=C1)=S